ClC=1C=2N(C=CC1)N=C(C2)[C@H]2N(CCC1=C2N=CN1)C(=O)C=1OC(=NN1)C1=NC=CC=C1F (S)-(4-(4-chloropyrazolo[1,5-a]pyridin-2-yl)-6,7-dihydro-1H-imidazo[4,5-c]pyridin-5(4H)-yl)(5-(3-fluoropyridin-2-yl)-1,3,4-oxadiazol-2-yl)methanone